ClC=1SC(=C(C1S(=O)(=O)OCC(C)C)P(C(C)(C)C)C(C)(C)C)Cl Isobutyl 2,5-dichloro-4-di-t-butylphosphino-3-thiophenesulfonate